(2-methoxy-4-(4-methylpyrimidin-2-yl)phenyl)carbazone COC1=C(C=CC(=C1)C1=NC=CC(=N1)C)NNC(=O)N=N